ClC1=CC=C(C=C1)C12OC3=C(N1CCC2)C=CC=C3C3=CC(=C(CC2=NC1=C(N2CCOC)C=C(C=C1)C(=O)O)C(=C3)F)F 2-(4-(3a-(4-chlorophenyl)-1,2,3,3a-tetrahydrobenzo[d]pyrrolo[2,1-b]oxazol-5-yl)-2,6-difluorobenzyl)-1-(2-methoxyethyl)-1H-benzo[d]imidazole-6-carboxylic acid